copper-silver-cerium [Ce].[Ag].[Cu]